Racemic-N-(1-(6,7-difluoro-1-oxo-1,2-dihydroisoquinolin-4-yl)ethyl)-7-fluoro-N-methyl-1H-indole-2-carboxamide FC=1C=C2C(=CNC(C2=CC1F)=O)[C@@H](C)N(C(=O)C=1NC2=C(C=CC=C2C1)F)C |r|